N-(2-isopropyl-1,3-benzoxazol-5-yl)benzamide C(C)(C)C=1OC2=C(N1)C=C(C=C2)NC(C2=CC=CC=C2)=O